Vitamin C Phosphat P(=O)(O)(O)O.OC=1[C@H](OC(C1O)=O)[C@H](CO)O